C(C)(C)(C1=CC=CC=C1)OOC(CC(C)OC(C(=C)C)=O)(C)C.CON(CCC(C)=O)C 4-(methoxy(methyl)amino)butan-2-one 3-cumylperoxy-1,3-dimethylbutyl-methacrylate